1-naphthalen-2-yl-ethanone C1=C(C=CC2=CC=CC=C12)C(C)=O